(1R,2R,3aS,10aR)-2-hydroxy-1-[(1E,3ξ)-3-hydroxy-4-(trifluoromethyl)-1-octen-1-yl]-2,3,3a,9,10,10a-hexahydro-1H-benzo[b]cyclopenta[f]oxepin-6-carboxylic acid O[C@@H]1C[C@H]2[C@H](CCC3=C(O2)C=C(C=C3)C(=O)O)[C@H]1\C=C\C(C(CCCC)C(F)(F)F)O